tetra-octyl bis(tridecyl phosphite) C(CCCCCCCCCCCC)P(OCCCCCCCC)(OCCCCCCCC)[O-].C(CCCCCCCCCCCC)P(OCCCCCCCC)(OCCCCCCCC)[O-]